3-(3-piperidin-1-ylmethyl-phenoxy)propylamine N1(CCCCC1)CC=1C=C(OCCCN)C=CC1